N,N-bis(biphenyl-4-yl)-N-(6-phenyl-1,1':2',1''-terphenyl-3-yl)amine C1(=CC=C(C=C1)N(C=1C=C(C(=CC1)C1=CC=CC=C1)C=1C(=CC=CC1)C1=CC=CC=C1)C1=CC=C(C=C1)C1=CC=CC=C1)C1=CC=CC=C1